(1S,4S,5R)-5-{[1-cyclopropyl-4-(2,6-dichlorophenyl)-1H-pyrazol-5-yl]methoxyl-2-azabicyclo[2.2.1]heptan-2-yl}-2-fluoro-N-(2-methanesulfonylethyl)benzamide C1(CC1)N1N=CC(=C1CO[C@@]12N(C[C@@H](CC1)C2)C=2C=CC(=C(C(=O)NCCS(=O)(=O)C)C2)F)C2=C(C=CC=C2Cl)Cl